4-(4-(trifluoromethyl)phenyl)-4,5-dihydro-7H-spiro[pyrazolo[1,5-a]pyrimidine-6,3'-pyrrolidine] FC(C1=CC=C(C=C1)N1C=2N(CC3(CNCC3)C1)N=CC2)(F)F